C[C@@H]1N(CCOC1)C1=CC=C2C(=N1)NC=C2C2=NC(=NC=C2C(F)(F)F)N[C@H]2C1(CN(C1)C(=O)OC(C)(C)C)CC2 tert-butyl (R)-5-((4-(6-((S)-3-methylmorpholinyl)-1H-pyrrolo[2,3-b]pyridin-3-yl)-5-(trifluoromethyl)pyrimidin-2-yl)amino)-2-azaspiro[3.3]heptane-2-carboxylate